2-[4-[3-(3,5-dimethylpyrazol-1-yl)-6-oxopyridazin-1-yl]-2,3-difluoropiperidin-1-yl]-7,8-dihydro-5H-pyrano[4,3-b]pyridine-3-carbonitrile CC1=NN(C(=C1)C)C1=NN(C(C=C1)=O)C1C(C(N(CC1)C1=C(C=C2C(=N1)CCOC2)C#N)F)F